(E)-2-(2-furyl)benzylidene-3-cyclohexenone O1C(=CC=C1)C1=C(\C=C/2\C(CCC=C2)=O)C=CC=C1